4-cyclopentylaniline C1(CCCC1)C1=CC=C(N)C=C1